(E)-2-cyano-3-(1-(3,5-difluorobenzyl)-1H-indol-3-yl)acrylic acid C(#N)/C(/C(=O)O)=C\C1=CN(C2=CC=CC=C12)CC1=CC(=CC(=C1)F)F